3,4-bis((l-1-hydroxyundecyl)oxy)benzonitrile OC(CCCCCCCCCC)OC=1C=C(C#N)C=CC1OC(CCCCCCCCCC)O